C(=O)O.C1(CC1)C1=C(C=CC=C1)N1CC(C1)C1=CC(=C(CN2CCC(CC2)C(=O)O)C(=C1)C)C 1-(4-(1-(2-cyclopropylphenyl)azetidin-3-yl)-2,6-dimethylbenzyl)piperidine-4-carboxylic acid, formic acid salt